C[C@@H]1CN(C[C@@H](O1)C)C(=O)C1CN(C[C@H](N1C1=C(C(=CC=C1)C)C)N1N=C(C=2CCCCC12)C(F)(F)F)C(C)=O (5R)-3-[(2R,6S)-2,6-Dimethylmorpholin-4-carbonyl]-5-(trifluoromethyl-4,5,6,7-tetrahydro-1H-indazol-1-yl)-1-[4-(2,3-dimethylphenyl)piperazin-1-yl]ethan-1-on